FC1=CC=CC2=C1N=C(S2)F difluorobenzo[d]thiazol